dodeca-2,7,9,11-tetraene-12-carboxamide CC=CCCCC=CC=CC=CC(=O)N